tert-butyl 4'-(((2-(2,6-dioxo-1-((2-(trimethylsilyl)ethoxy)methyl)piperidin-3-yl)-1,3-dioxoisoindolin-4-yl)amino)methyl)-[1,1'-biphenyl]-4-carboxylate O=C1N(C(CCC1N1C(C2=CC=CC(=C2C1=O)NCC1=CC=C(C=C1)C1=CC=C(C=C1)C(=O)OC(C)(C)C)=O)=O)COCC[Si](C)(C)C